FC(C1=CC=C(C=C1)S(=O)(=O)C1CCC2(CN(C2)C=O)CC1)(F)F [7-[4-(trifluoromethyl)phenyl]sulfonyl-2-azaspiro[3.5]nonan-2-yl]methanone